C1(=CC=C(C=C1)C(C)N1N=C(C=C1)C)C1=CC=CC=C1 1-(1-([1,1'-biphenyl]-4-yl)ethyl)-3-methyl-1H-pyrazole